Ethyl 2-oxo-2-[(2R,5S)-5-methyl-2-[2-(1-methyl-4-piperidyl)-7-quinolyl]-1-piperidyl]acetate O=C(C(=O)OCC)N1[C@H](CC[C@@H](C1)C)C1=CC=C2C=CC(=NC2=C1)C1CCN(CC1)C